1-(L-valyl)-N-((R)-2-methyl-((3aS,4S,6S,7aR)-3a,5,5-trimethylhexahydro-4,6-methanobenzo[d][1,3,2]dioxaborolan-2-yl)propyl)pyrrolidine-2-carboxamide N[C@@H](C(C)C)C(=O)N1C(CCC1)C(=O)NC[C@@H](CB1O[C@@]2([C@H](O1)C[C@H]1C([C@@H]2C1)(C)C)C)C